N1C(=CC2=CC=CC=C12)CC=1NC2=CC=CC=C2C1 Bis-indolyl-methane